2-oxo-4-(2-oxopyrrolidin-3-yl)butanoic acid O=C(C(=O)O)CCC1C(NCC1)=O